17-hydroxy-10,13,17-trimethyl-2,6,7,8,9,11,12,14,15,16-decahydro-1H-cyclopenta[a]phenanthren-3-one OC1(CCC2C3CCC4=CC(CCC4(C3CCC12C)C)=O)C